1-benzyl-N-[(6S)-2-(2-hydroxyethyl)-4-methyl-5-oxo-7,8-dihydro-6H-pyrazolo[1,5-a][1,3]diazepin-6-yl]-1,2,4-triazole-3-carboxamide C(C1=CC=CC=C1)N1N=C(N=C1)C(=O)N[C@@H]1C(N(C=2N(CC1)N=C(C2)CCO)C)=O